2-(3-(3,3-dimethylbutoxy)phenyl)-1-(2-(trifluoromethyl)phenyl)ethan-1-one CC(CCOC=1C=C(C=CC1)CC(=O)C1=C(C=CC=C1)C(F)(F)F)(C)C